3-(2-chloro-4'-(4-oxo-1,3-oxazinan-3-yl)-[1,1'-biphenyl]-3-yl)piperidine-2,6-dione ClC1=C(C=CC=C1C1C(NC(CC1)=O)=O)C1=CC=C(C=C1)N1COCCC1=O